1,1-diiodocyclopropane IC1(CC1)I